C(C)(=O)N1CCC(CC1)NCC=1C=CC(=NC1OC)C=1C(=C(C=CC1)C1=C(C(=NC=C1)C1=CC(=C(CN2C[C@H](CC2)C(=O)O)C=C1)OC)Cl)Cl (S)-1-(4-(4-(3-(5-(((1-acetylpiperidin-4-yl)amino)methyl)-6-methoxypyridin-2-yl)-2-chlorophenyl)-3-chloropyridin-2-yl)-2-methoxybenzyl)pyrrolidine-3-carboxylic acid